(±)-trans-tert-Butyl 4-chloro-2-[[8-[[6-(2-ethoxycarbonylcyclopropyl)-2-pyridyl]amino]-3,7-dimethyl-2,6-dioxo-purin-1-yl]methyl]indole-1-carboxylate ClC1=C2C=C(N(C2=CC=C1)C(=O)OC(C)(C)C)CN1C(N(C=2N=C(N(C2C1=O)C)NC1=NC(=CC=C1)[C@H]1[C@@H](C1)C(=O)OCC)C)=O |r|